COC1=CC=C(C2=C1NC(=N2)NC(=O)C2=CN=C1N2N=CC=C1)C1=CC=CC=C1 N-(7-methoxy-4-phenyl-1H-1,3-benzodiazol-2-yl)imidazo[1,2-b]pyridazine-3-carboxamide